(S)-N-(3-((4-(4-aminopyrimidin-2-yl)-1,3-dimethyl-1H-pyrazol-5-yl)oxy)butyl)-6'-chloro-5-(4-methylpiperazin-1-yl)-[2,3'-bipyridin]-4'-amine NC1=NC(=NC=C1)C=1C(=NN(C1O[C@H](CCNC1=C(C=NC(=C1)Cl)C1=NC=C(C=C1)N1CCN(CC1)C)C)C)C